C1(=NC=CC2=CC=CC=C12)C1=NN=NC=C1 Isoquinolinyl-triazine